2-chloro-N4-([4-[5-ethyl-3-(trifluoromethyl)pyrazol-1-yl]phenyl]methyl)-5-nitropyrimidin-4-amine ClC1=NC=C(C(=N1)NCC1=CC=C(C=C1)N1N=C(C=C1CC)C(F)(F)F)[N+](=O)[O-]